FC1(CCN(CC1)C1=NC(=CC(=N1)NC(C1=C(C=C(C=C1)NS(=O)(=O)CCO)N1CCC2(CC2)CC1)=O)C)F N-(2-(4,4-difluoropiperidin-1-yl)-6-methylpyrimidin-4-yl)-4-((2-hydroxyethyl)sulfonamido)-2-(6-azaspiro[2.5]octan-6-yl)benzamide